C(CCCCCCC)C(COC(CCCCCCCCCCC\C=C/CCCCCCCC)=O)CCCCCCCCCC.OC1=C(C=C(C=C1)C1(CCCCCCCCCCC1)C1=CC(=C(C=C1)O)Cl)Cl 1,1-bis(4-hydroxy-3-chlorophenyl)cyclododecane 2-octyldodecyl-erucate